C1(CC1)C(C=1C=C(C(=O)NC(C)C2=NC=CN=C2C2=NC=C(C=C2)OCC(F)(F)F)C=C(C1)C(F)(F)F)(F)F 3-[cyclopropyl(difluoro)methyl]-N-[1-[3-[5-(2,2,2-trifluoroethoxy)-2-pyridyl]pyrazin-2-yl]ethyl]-5-(trifluoromethyl)benzamide